ClC1=CC(=C(C(=C1S(=O)(=O)N(C1=NC(=CC=C1)F)CC1=CC(=C(C=C1)C)C)F)C)F 6-chloro-N-(3,4-dimethylbenzyl)-2,4-difluoro-N-(6-fluoropyridin-2-yl)-3-methylbenzenesulfonamide